6-chloro-2-(6-methylpyridin-2-yl)pyrazolo[1,5-a]Pyridine-3-carboxylic acid methyl ester COC(=O)C=1C(=NN2C1C=CC(=C2)Cl)C2=NC(=CC=C2)C